tetravinyl-tetramethyl-cyclotetrasiloxane ethyl-(1S,3S,5R)-2-((9,9-difluoro-9H-fluorene-3-carbonyl)glycyl)-5-(methoxymethyl)-2-azabicyclo[3.1.0]hexane-3-carboxylate C(C)OC(=O)[C@H]1N([C@H]2C[C@]2(C1)COC)C(CNC(=O)C=1C=CC=2C(C3=CC=CC=C3C2C1)(F)F)=O.C(=C)[Si]1(O[Si](O[Si](O[Si](O1)(C)C=C)(C)C=C)(C)C=C)C